allyloxynonylphenoxymethanol C(C=C)OCCCCCCCCCC(O)OC1=CC=CC=C1